N-methyl-N-(2-((2-((2-methyl-4-(4-methylpiperazin-1-yl)phenyl)amino)-7H-pyrrolo[2,3-d]pyrimidin-4-yl)amino)phenyl)methanesulfonamide CN(S(=O)(=O)C)C1=C(C=CC=C1)NC=1C2=C(N=C(N1)NC1=C(C=C(C=C1)N1CCN(CC1)C)C)NC=C2